The molecule is a coformycin that is dehydrocoformycin with the hydroxy group at position 2 replaced with a hydrogen. It derives from a dehydrocoformycin. C1[C@@H]([C@H](O[C@H]1N2C=NC3=C2NC=NCC3=O)CO)O